FC=1C=C(C=CC1)N1N=C(C=C(C1=O)C(=O)NCC(C)(C)O)C1=CC=C(C=C1)C(F)(F)F 2-(3-fluorophenyl)-N-(2-hydroxy-2-methylpropyl)-3-oxo-6-[4-(trifluoromethyl)phenyl]-2,3-dihydropyridazine-4-carboxamide